COC(=O)C1=C(N(C2=CC=CC=C12)[C@H](C)C1CCC2(OCCO2)CC1)CO (R)-1-(1-(1,4-dioxaspiro[4.5]decan-8-yl)ethyl)-2-(hydroxymethyl)-1H-indole-3-carboxylic acid methyl ester